2,4,6-trimethylbenzoylphenylphosphinate CC1=C(C(=O)P([O-])(=O)C2=CC=CC=C2)C(=CC(=C1)C)C